C(N)(=O)C=1C(=NC(=NC1)N1C[C@H](CCC1)NC(OC(C)(C)C)=O)NC=1C=C(C=C(C1)C(C)C)C1=CC=C(C=C1)OC tert-butyl (S)-(1-(5-carbamoyl-4-((5-isopropyl-4'-methoxy-[1,1'-biphenyl]-3-yl)amino)pyrimidin-2-yl)piperidin-3-yl)carbamate